(E)-3-(4-morpholino-2-(1-(2-tetrahydropyranyl)-4-indazolyl)-6-thieno[3,2-d]pyrimidinyl)acrylic acid O1CCN(CC1)C=1C2=C(N=C(N1)C1=C3C=NN(C3=CC=C1)C1OCCCC1)C=C(S2)/C=C/C(=O)O